4-amino-1-benzyl-piperidine-4-carbonitrile NC1(CCN(CC1)CC1=CC=CC=C1)C#N